1-(6-methoxy-5-methylpyridin-3-yl)benzene-1,2-diamine COC1=C(C=C(C=N1)C1(C(C=CC=C1)N)N)C